2-(2-chloro-6-(4-fluorophenyl)pyridin-4-yl)-2-methylpropanenitrile ClC1=NC(=CC(=C1)C(C#N)(C)C)C1=CC=C(C=C1)F